1,4-di(pyrazol-4-yl)benzene N1N=CC(=C1)C1=CC=C(C=C1)C=1C=NNC1